N-ethyl-4-((7-(6-(2,2,2-trifluoroethyl)quinazolin-4-yl)-2,7-diazaspiro[3.5]nonan-2-yl)methyl)benzenesulfonamide C(C)NS(=O)(=O)C1=CC=C(C=C1)CN1CC2(C1)CCN(CC2)C2=NC=NC1=CC=C(C=C21)CC(F)(F)F